BrC=1C=C2C(=NC1)NC=C2/C=C(/C(=O)N[C@H](C)C2=CC=C(C=C2)F)\C#N (R,E)-3-(5-bromo-1H-pyrrolo[2,3-b]pyridin-3-yl)-2-cyano-N-(1-(4-fluorophenyl)ethyl)acrylamide